4-{[4-({5-methyl-2-[methyl(methylsulfonyl)amino]benzyl}amino)-5-(trifluoromethyl)pyrimidin-2-yl]amino}benzamide CC=1C=CC(=C(CNC2=NC(=NC=C2C(F)(F)F)NC2=CC=C(C(=O)N)C=C2)C1)N(S(=O)(=O)C)C